FC1=C(C#N)C(=CC(=C1)N1C(=CC=2C1=NC=CC2)C(=O)N2CC(C2)F)F 2,6-Difluoro-4-(2-(3-fluoroazetidine-1-carbonyl)-1H-pyrrolo[2,3-b]pyridin-1-yl)benzonitrile